(2-(6-(2-ethyl-5-fluoro-4-hydroxyphenyl)-1H-indazol-3-yl)-4,6-dihydropyrrolo[3,4-d]imidazol-5(1H)-yl)(2,6-diazaspiro[3.3]heptan-2-yl)ketone C(C)C1=C(C=C(C(=C1)O)F)C1=CC=C2C(=NNC2=C1)C1=NC2=C(N1)CN(C2)C2N(CC21CNC1)C(=O)N1C(C2(C1)CNC2)N2CC=1NC(=NC1C2)C2=NNC1=CC(=CC=C21)C2=C(C=C(C(=C2)F)O)CC